[In].[Li] lithium indium